C(CCCCC)C1=CC=C(CNC2=C3N=CN(C3=NC=N2)[C@H]2[C@@H](O)[C@H](O)[C@H](O2)CO)C=C1 6-(4-Hexylbenzylamino)-9-β-D-arabinofuranosylpurin